3-benzyl-1-methyl-1H-imidazol-3-ium chloride [Cl-].C(C1=CC=CC=C1)[N+]1=CN(C=C1)C